Cl.N1=CC(=C2OCCCN21)N 6,7-dihydro-5H-pyrazolo[5,1-b][1,3]oxazin-3-amine hydrochloride